COC(=O)C1=C(C=C(S1)B(O)O)C (5-(methoxycarbonyl)-4-methylthiophen-2-yl)boronic acid